5-(7-(4,4-difluoropiperidine-1-carbonyl)imidazo[1,2-a]pyridin-3-yl)pyridineamide FC1(CCN(CC1)C(=O)C1=CC=2N(C=C1)C(=CN2)C=2C=CC(=NC2)C(=O)N)F